NC1=CC(=C2C(N(CCCCC[C@@](C3=NN=C(C1=N2)O3)(C(F)(F)F)O)[C@@H](CC)C)=O)C(F)(F)F (6R)-17-Amino-6-hydroxy-12-[(1R)-1-methylpropyl]-6,15-bis(trifluoromethyl)-19-oxa-3,4,12,18-tetrazatricyclo[12.3.1.12,5]nonadeca-1(18),2,4,14,16-pentaen-13-one